CN1CC(N(CC1)C(=O)OC(C)(C)C)C(=O)OC 1-(tert-butyl) 2-methyl 4-methylpiperazine-1,2-dicarboxylate